The molecule is a linear amino trisaccharide consisting of two adjacent alpha-L-rhamnose residues (one at the reducing end) and a single N-acetyl beta-D-glucosaminyl residue joined to each other via (1->3)-linkages. C[C@H]1[C@@H]([C@H]([C@H]([C@@H](O1)O)O)O[C@H]2[C@@H]([C@@H]([C@H]([C@@H](O2)C)O)O[C@H]3[C@@H]([C@H]([C@@H]([C@H](O3)CO)O)O)NC(=O)C)O)O